tert-butyl (S)-(1-(1H-pyrazol-3-yl)but-3-en-1-yl)carbamate N1N=C(C=C1)[C@H](CC=C)NC(OC(C)(C)C)=O